3-((6-mercaptohexyl)thio)propyl-triethoxysilane SCCCCCCSCCC[Si](OCC)(OCC)OCC